NC1=NC=NN2C1=NC=C2C=2C=NN(C2)C=2C=C(C=CC2C)NC(=O)N2CC(CC2)CC#N N-(3-(4-(4-aminoimidazo[2,1-f][1,2,4]triazin-7-yl)-1H-pyrazol-1-yl)-4-methylphenyl)-3-(cyanomethyl)pyrrolidine-1-carboxamide